C[SiH2]N (methyl-silyl)amine